iso-Amylsalicylat C(CC(C)C)OC=1C(C(=O)[O-])=CC=CC1